N-(1-(aminomethyl)cyclobutyl)-4-(4-(trifluoromethyl)phenyl)phthalazin-1-amine hydrochloride Cl.NCC1(CCC1)NC1=NN=C(C2=CC=CC=C12)C1=CC=C(C=C1)C(F)(F)F